CC=1C=C(C=O)C=CN1 2-methylisonicotinaldehyde